ethyl 2-(benzylcarbamoyl)-4-((tert-butyldimethylsilyl) oxy)-1,3-dimethyl-5-oxopyrrolidine-2-carboxylate C(C1=CC=CC=C1)NC(=O)C1(N(C(C(C1C)O[Si](C)(C)C(C)(C)C)=O)C)C(=O)OCC